ethyl 3-[3-nitro-2-(trifluoromethyl)pyridin-4-yl]-2-oxopropanoate [N+](=O)([O-])C=1C(=NC=CC1CC(C(=O)OCC)=O)C(F)(F)F